N1=CN=C(C2=C1NC=C2)N2CCC(CC2)NS(=O)(=O)C2=C(C(=C(C(=C2F)F)OC(=O)N2CCC2)F)F.C(C(C)C)C2=CC=C(C=C2)C(C(=O)CS(=O)(=O)N)C (-)-2-(4-isobutylphenyl)propionyl-methanesulfonamide 4-(N-(1-(7H-pyrrolo[2,3-d]pyrimidin-4-yl)piperidin-4-yl)sulfamoyl)-2,3,5,6-tetrafluorophenyl-azetidine-1-carboxylate